(S)-benzyl (3-hydroxy-1-((5-methyl-1-(m-tolyl)-1H-indazol-6-yl)amino)-1-oxopropan-2-yl)carbamate OC[C@@H](C(=O)NC1=C(C=C2C=NN(C2=C1)C=1C=C(C=CC1)C)C)NC(OCC1=CC=CC=C1)=O